NCCCN1C2CN(C(C1)C2)C2=CC=C(C=C2)C2C(NC(CC2)=O)=O 3-(4-(5-(3-aminopropyl)-2,5-diazabicyclo[2.2.1]heptan-2-yl)phenyl)piperidine-2,6-dione